[Se].C(CCCC)P(CCCCC)CCCCC tripentylphosphine selenium